CN(N)C=1C2=C(N=CN1)N(CC2)C 1-methyl-1-(7-methyl-5,6-dihydropyrrolo[2,3-d]pyrimidin-4-yl)hydrazine